(2R,6S)-4-(3-cyclopropyl-5-((4-(6-methyl-1H-indol-3-yl)pyrimidine-2-yl)amino)benzyl)-2,6-dimethylpiperazine-1-ol C1(CC1)C=1C=C(CN2C[C@H](N([C@H](C2)C)O)C)C=C(C1)NC1=NC=CC(=N1)C1=CNC2=CC(=CC=C12)C